(3-methoxy-4-(3-methyl-6-(pyrazolo[1,5-a]pyrimidin-3-yl)-1H-pyrazolo[4,3-c]pyridin-1-yl)phenyl)methylamine COC=1C=C(C=CC1N1N=C(C=2C=NC(=CC21)C=2C=NN1C2N=CC=C1)C)CN